N-(1-(N,N-Dimethylsulfamoyl)piperidin-4-yl)-6-(1H-imidazol-1-yl)-4-methylpicolinamide CN(S(=O)(=O)N1CCC(CC1)NC(C1=NC(=CC(=C1)C)N1C=NC=C1)=O)C